3-Vinyl-2-pyrrolidinone C(=C)C1C(NCC1)=O